3-amino-6-(3-((4-phenethoxyphenyl)carbamoyl)phenyl)pyrazine-2-carboxylic acid NC=1C(=NC(=CN1)C1=CC(=CC=C1)C(NC1=CC=C(C=C1)OCCC1=CC=CC=C1)=O)C(=O)O